COC=1C=C2NCCN(C2=CC1)S(=O)(=O)C1=C(C=CC=C1)OC 6-methoxy-1-((2-methoxyphenyl)sulfonyl)-1,2,3,4-tetrahydroquinoxaline